CC1(CC2(C3=CC=C(C=C13)O)CC(C1=CC(=CC=C12)O)(C)C)C 2,2',3,3'-tetrahydro-3,3,3',3'-tetramethyl-1,1'-spirobi-[1H-indene]-5,5'-diol